NC1=C(C=C(C=N1)NC(C(=O)N1[C@H](C[C@H]([C@H](C1)C)C)C1=CC=CC=C1)=O)C N-(6-amino-5-methyl-3-pyridyl)-2-[(2R,4R,5R)-4,5-dimethyl-2-phenyl-1-piperidyl]-2-oxo-acetamide